FC1=CC=C(C=C1)C 2-fluoro-5-methylbenzene